Cl.CC1C(CCCC1)(C(=O)O[C@H]1O[C@@]([C@@H]([C@@H]1O)O)(C#N)C1=CC=C2C(=NC=NN21)N)C2CCCCC2 ((2R,3S,4R,5R)-5-(4-Aminopyrrolo[2,1-f][1,2,4]triazin-7-yl)-5-cyano-3,4-dihydroxytetrahydrofuran-2-yl) methylcyclohexylcyclohexanecarboxylate hydrochloride